NC=1NC2=CC(=C(C=C2C1C(=O)OCC)C)N1CCN(CC1)C(=O)OCC1=CC=CC=C1 ethyl 2-amino-6-(4-((benzyloxy)carbonyl)piperazin-1-yl)-5-methyl-1H-indole-3-carboxylate